OC1(CC1)C=1NC(=NN1)C1CC2(CN(C2)C(=O)N2CC(C2)CNS(=O)(=O)C2=CC(=CC=C2)C(F)(F)F)C1 N-[[1-[6-[5-(1-hydroxycyclopropyl)-4H-1,2,4-triazol-3-yl]-2-azaspiro[3.3]heptane-2-carbonyl]azetidin-3-yl]methyl]-3-(trifluoromethyl)benzenesulfonamide